NC1=NC(=C(C=C1C=1C=C2CCNC(C2=CC1)=O)C1=CC(=C(C=C1)N1CCNCC1)C(F)(F)F)F 6-(2-amino-6-fluoro-5-(4-(piperazin-1-yl)-3-(trifluoromethyl)phenyl)pyridin-3-yl)-3,4-dihydroisoquinolin-1(2H)-one